3-(4-pyridin-2-yl-1H-pyrazol-1-yl)benzonitrile N1=C(C=CC=C1)C=1C=NN(C1)C=1C=C(C#N)C=CC1